4,4'-((2,2-dioxidobenzo[c][1,2,5]thiadiazole-1,3-diyl)bis(methylene))dibenzamide O=S1(N(C2=C(N1CC1=CC=C(C(=O)N)C=C1)C=CC=C2)CC2=CC=C(C(=O)N)C=C2)=O